NC1CCC=2C(N(C1=O)C)=CN(N2)C 6-amino-2,4-dimethyl-7,8-dihydropyrazolo[4,3-b]azepine-5(2H,4H,6H)-one